ClC=1C=C(C=C(C1OC1=CNC(C(=C1)C(C)C)=O)Cl)NC(=O)C1=NOC(N1)=O N-(3,5-dichloro-4-((5-isopropyl-6-oxo-1,6-dihydropyridin-3-yl)oxy)phenyl)-5-oxo-4,5-dihydro-1,2,4-oxadiazole-3-carboxamide